FC(C(=O)O)(F)F.N1CC(C1)CCCS(=O)(=O)N 3-(azetidin-3-yl)propane-1-sulfonamide trifluoroacetate salt